(3R,4R)-1-(1-((5-bromopyrimidin-2-yl)methyl)-1H-benzo[d]imidazol-2-yl)-4-fluoropiperidin-3-amine BrC=1C=NC(=NC1)CN1C(=NC2=C1C=CC=C2)N2C[C@H]([C@@H](CC2)F)N